(±)-cis-1-fluoro-3-((6-(5-(hydroxymethyl)-1-methyl-1H-1,2,3-triazol-4-yl)-2-methylpyridin-3-yl)oxy)cyclohexanecarboxylic acid isopropyl ester C(C)(C)OC(=O)[C@@]1(C[C@H](CCC1)OC=1C(=NC(=CC1)C=1N=NN(C1CO)C)C)F |r|